4-amino-1-((2R,4S,5R)-4-hydroxy-5-(hydroxymethyl)-5-isopropyltetrahydrofuran-2-yl)pyrimidin-2(1H)-one NC1=NC(N(C=C1)[C@@H]1O[C@]([C@H](C1)O)(C(C)C)CO)=O